4-(3,3-difluorocyclobutoxy)-6-fluoro-1-(trifluoromethyl)spiro[cyclopenta[c]pyridine-7,2'-[1,3]dioxolan]-5(6H)-one FC1(CC(C1)OC=1C2=C(C(=NC1)C(F)(F)F)C1(OCCO1)C(C2=O)F)F